NC1=CC=C(C=C1)NC(=O)NCC=1C=C2CN(C(C2=CC1)=O)C1C(N(C(CC1)=O)CC1=C(C=C(C(=C1)OC)OC)[N+](=O)[O-])=O 1-(4-aminophenyl)-3-({2-[1-(4,5-dimethoxy-2-nitrobenzyl)-2,6-dioxopiperidin-3-yl]-1-oxoisoindolin-5-yl}methyl)urea